8-(3-Chloro-2-methylphenyl)-9-(4-((1-(3,3,3-trifluoropropyl)azetidin-3-yl)methyl)phenyl)-6,7-dihydro-5H-benzo[7]annulen ClC=1C(=C(C=CC1)C=1CCCC2=C(C1C1=CC=C(C=C1)CC1CN(C1)CCC(F)(F)F)C=CC=C2)C